2-(4-Fluoropiperidin-1-yl)acetic acid methyl ester COC(CN1CCC(CC1)F)=O